6-(5-methyl-1,3,4-oxadiazol-2-yl)nicotinic acid CC1=NN=C(O1)C1=NC=C(C(=O)O)C=C1